C(C)(C)(C)OC(=O)N1[C@@H](CCC1)C=1C=C(C=C2CCOCC12)C=1C=C2C(=NC1)NC=C2C=2C=NC(=CC2)C(N(C)C)=O (S)-2-(6-(3-(6-(dimethylcarbamoyl)pyridin-3-yl)-1H-pyrrolo[2,3-B]pyridin-5-yl)isochroman-8-yl)pyrrolidine-1-carboxylic acid tert-butyl ester